BrCC[C@@H]1[C@@H]2C(CC[C@@H]2C12OCCO2)=O |r| (±)-(1R,5S,7R)-7-(2-bromoethyl)spiro[bicyclo[3.2.0]heptane-6,2'-[1,3]dioxolane]-2-one